[1,1':3',1''-terphenyl]-4'-carbonitrile C1(=CC=CC=C1)C1=CC(=C(C=C1)C#N)C1=CC=CC=C1